CC1=NC2=CC=C(C=C2C=C1)CN1CCN(CC1)C1COC1 2-methyl-6-((4-(oxetan-3-yl)piperazin-1-yl)methyl)quinoline